O1CCN(CC1)C1=NOC(=N1)C12CCC(CC1)(CC2)CN(C(=O)C2CCCCC2)C=2C=C(C=CC2)/C=C/C(=O)OC methyl (E)-3-(3-(N-((4-(3-morpholino-1,2,4-oxadiazol-5-yl)bicyclo[2.2.2]octan-1-yl) methyl)cyclohexanecarboxamido)phenyl)acrylate